6'-((2R,4R)-2-fluorotetrahydro-2H-pyran-4-yl)-1-methyl-5',6'-dihydro-7'H-spiro[azetidine-3,8'-pyrido[4,3-d]pyrimidin]-7'-one F[C@H]1OCC[C@H](C1)N1CC2=C(N=CN=C2)C2(C1=O)CN(C2)C